S=C1N(CC2=CC(=CC=C12)CN1CCN(CC1)C1=CC=C(C=C1)C)C1C(NC(CC1)=O)=O 3-(1-thioxo-5-((4-(p-tolyl)piperazin-1-yl)methyl)isoindolin-2-yl)piperidine-2,6-dione